3-(2-(trifluoromethyl)-10H-phenothiazin-10-yl)propyl(piperazine-1-carboxylate) FC(C1=CC=2N(C3=CC=CC=C3SC2C=C1)CCCOC(=O)N1CCNCC1)(F)F